C1(=CC=CC=C1)C#CS(=O)(=O)N 2-Phenylethynesulfonamide